N''-{1,4,8-triazacycloundecane-1,4,8-triyltris[methylene(2-hydroxy-5-methyl-3,1-phenylene)]}tris[3-hydroxy-2-(hydroxymethyl)propanamide] N1(CCN(CCCN(CCC1)CC=1C(=C(C=C(C1)C)C(C(=O)N)(CO)CO)O)CC=1C(=C(C=C(C1)C)C(C(=O)N)(CO)CO)O)CC=1C(=C(C=C(C1)C)C(C(=O)N)(CO)CO)O